C(C)(C)NC(=O)C=1OC(=CC1)C1=CN=CC2=CC=CC=C12 N-isopropyl-5-(isoquinolin-4-yl)furan-2-carboxamide